COC(CCCCCCC(CC)OC(C)=O)OC 10,10-dimethoxy-3-acetyloxydecane